(3-((4-(5-(trifluoromethyl)pyrimidin-2-yl)piperazin-1-yl)sulfonyl)propyl)carbamic acid tert-butyl ester C(C)(C)(C)OC(NCCCS(=O)(=O)N1CCN(CC1)C1=NC=C(C=N1)C(F)(F)F)=O